3-ethyl-3-((2-ethyl-hydroxy)methyl)-oxetane C(C)C1(COC1)COCC